(R)-N-(2-(4-Cyanothiazolidin-3-yl)-2-oxoethyl)-6-(3-isopropylazetidin-1-yl)quinoline-4-carboxamide C(#N)[C@H]1N(CSC1)C(CNC(=O)C1=CC=NC2=CC=C(C=C12)N1CC(C1)C(C)C)=O